4-(phenoxymethyl)piperidine hydrochloride Cl.O(C1=CC=CC=C1)CC1CCNCC1